ClC=1C=C2C[C@@H](CC2=CC1)N (R)-5-Chloro-2,3-dihydro-1H-inden-2-amine